N-({2-[5-chloro-2-(2H-1,2,3-triazol-2-yl)benzoyl]-4-methyl-2-azabicyclo[3.1.1]hept-3-yl}methyl)pyrido[2,3-b]pyrazin-2-amine ClC=1C=CC(=C(C(=O)N2C3CC(C(C2CNC=2N=C4C(=NC2)N=CC=C4)C)C3)C1)N1N=CC=N1